2-(Phenylthio)methylbenzoic acid C1(=CC=CC=C1)SCC1=C(C(=O)O)C=CC=C1